BrC1=CC(=NC=C1)NC(CC1=CC=C(C=C1)OC)=O N-(4-bromopyridin-2-yl)-2-(4-methoxyphenyl)acetamide